4-(2-(3,4-dihydroxy-5-methoxyphenyl)-1H-benzo[d]imidazol-5-yl)-1-methylpiperazin-2-one OC=1C=C(C=C(C1O)OC)C1=NC2=C(N1)C=CC(=C2)N2CC(N(CC2)C)=O